8-(5-fluoro-3-(trifluoromethyl)pyridin-2-yl)-9-(4-((1-(3-fluoropropyl)azetidin-3-yl)methyl)phenyl)-6,7-dihydro-5H-benzo[7]annulene-3-carboxylic acid FC=1C=C(C(=NC1)C=1CCCC2=C(C1C1=CC=C(C=C1)CC1CN(C1)CCCF)C=CC(=C2)C(=O)O)C(F)(F)F